CCCCCCCCCCCCCCCCCCCCCC[C@H]([C@@H](CCCCCCCCCCCCCCCCCCCC1CC1CCCCCCCCCCC2CC2CCCCCCCCCCCCCCCCCC)O)C(=O)[O-] The molecule is a C78 alpha-mycolate having a C54 meromycolic chain with two cis cyclopropyl functions and a saturated C24 alpha-branch. It is produced by Mycobacterium tuberculosis H37Ra. It has a role as a bacterial metabolite. It is an an alpha-mycolate and a hydroxy fatty acid anion. It is a conjugate base of a (2R)-2-[(1R)-1-hydroxy-20-{2-[10-(2-octadecylcyclopropyl)decyl]cyclopropyl}icosyl]tetracosanoic acid.